C(=C\C)/N1C(C2=CC=CC=C2C1=O)=O (E)-2-(prop-1-en-1-yl)isoindole-1,3-dione